6-chloro-3-(2H-1,2,3-triazol-2-yl)picolinic acid ClC1=CC=C(C(=N1)C(=O)O)N1N=CC=N1